N1(N=NN=C1NC1=NN=NN1C=1N=NNN1)C=1N=NNN1 N,N-di(2'H-[1,5'-bitetrazol]-5-yl)amine